C(C)(C)(C)OC(=O)N(NC(=O)OC(C)(C)C)C(CO)(C)C (1-hydroxy-2-methylpropan-2-yl)hydrazine-1,2-dicarboxylic acid di-tert-butyl ester